(S)-1-(4'-fluoro-3'-methyl-[1,1'-biphenyl]-4-yl)ethanamine hydrochloride Cl.FC1=C(C=C(C=C1)C1=CC=C(C=C1)[C@H](C)N)C